N1=C(C=CC=C1)C(C)N 1-pyridinyl-ethylamine